9-(2-oxopropyl)-4-phenylthieno[3',2':4,5]pyrido[2,1-a]isoindol-11(9H)-one O=C(CC1N2C(C=3C=CC=CC13)=C(C1=C(C2=O)SC=C1)C1=CC=CC=C1)C